5,5'-hexamethylenebis(1,2,3,4-tetrazole) N1N=NN=C1CCCCCCC1=NN=NN1